CN(C)C=C1C(N(CC1=O)C(=O)OC(C)(C)C)C(=O)OC(C)(C)C di-tert-butyl 3-((dimethylamino) methylene)-4-oxopyrrolidine-1,2-dicarboxylate